(S,E)-N7-(1-(2-(2-adamantylamino)-2-oxoethyl)-2-oxo-1,2-dihydropyridin-3-yl)-N1,N1-dimethyl-6-(1-methyl-1H-imidazole-5-carboxamido)hept-2-enediamide C12C(C3CC(CC(C1)C3)C2)NC(CN2C(C(=CC=C2)NC([C@H](CC/C=C/C(=O)N(C)C)NC(=O)C2=CN=CN2C)=O)=O)=O